4-[5-(4-fluorophenyl)-6-isopropylsulfonyl-1H-pyrazolo[4,3-g]quinolin-7-yl]benzamide FC1=CC=C(C=C1)C1=C(C(=NC2=CC3=C(C=C12)C=NN3)C3=CC=C(C(=O)N)C=C3)S(=O)(=O)C(C)C